FC1=C(C(=O)N([C@H]2CNCCC2)C2=NC=CC3=CC=CC(=C23)C)C=CC(=C1)NC1=NC=CC(=N1)C1CCNCC1 (R)-2-fluoro-N-(8-methylisoquinolin-1-yl)-N-(piperidin-3-yl)-4-((4-(piperidin-4-yl)pyrimidin-2-yl)amino)benzamide